BrC1=CC=C(C=C1)[C@H](C)NS(=O)(=O)C1=CC(=CC=C1)NC1=NC(=NC=C1C)NC1=CC=C(C=C1)N1CCN(CC1)C (S)-N-(1-(4-bromophenyl)ethyl)-3-((5-methyl-2-((4-(4-methylpiperazin-1-yl)phenyl)amino)pyrimidin-4-yl)amino)benzenesulfonamide